ClC=1C(=C(C=CC1)C1=C(C=2N=C(N=C(C2C=N1)OCC(F)(F)F)OC[C@]12CCCN2C[C@@H](C1)F)F)C(F)(F)F 7-(3-chloro-2-(trifluoromethyl)phenyl)-8-fluoro-2-(((2R,7aS)-2-fluorotetrahydro-1H-pyrrolizin-7a(5H)-yl)methoxy)-4-(2,2,2-trifluoroethoxy)pyrido[4,3-d]pyrimidine